C(C1=CC=CC=C1)(=O)OCCCNCC1=CC=CC=C1 benzylaminopropyl benzoate